2,4-dimethylaniline CC1=C(N)C=CC(=C1)C